C(C1=CC=CC=C1)OC(=O)NC(C(=O)OC(C)(C)C)CC1=CC=C(C=C1)OC Tert-butyl 2-(((benzyloxy)carbonyl)amino)-3-(4-methoxyphenyl)propanoate